FC(C=1C=CC(=C(C1)O)C1=C2C(=C(N=N1)N[C@@H]1CC(OCC1)(C)C)C=NC=C2)F (S)-5-(difluoromethyl)-2-(4-((2,2-dimethyltetrahydro-2H-pyran-4-yl)amino)pyrido[3,4-d]pyridazin-1-yl)phenol